C(C)(=O)N1CCC(CC1)N1N=C(C=CC1=O)C(=O)N[C@H](C)C1=CC(=CC(=C1)C(F)(F)F)N 1-(1-Acetylpiperidin-4-yl)-N-[(1R)-1-[3-amino-5-(trifluoromethyl)phenyl]ethyl]-6-oxo-1,6-dihydropyridazine-3-carboxamide